CN1N=C(C(=C1)C)C(=O)O 1,4-dimethyl-1H-pyrazole-3-carboxylic acid